6,7-dichloro-5-(2,6-difluoro-3-methoxy-phenyl)-3-methyl-1,3-dihydro-1,4-benzodiazepine-2-Thione ClC1=C(C=CC2=C1C(=NC(C(N2)=S)C)C2=C(C(=CC=C2F)OC)F)Cl